(1R,3S)-3-((tert-butoxycarbonyl)amino)-4-((4-(4-(trifluoromethyl)piperidin-1-yl)phenyl)amino)cyclohexane-1-carboxylic acid C(C)(C)(C)OC(=O)N[C@H]1C[C@@H](CCC1NC1=CC=C(C=C1)N1CCC(CC1)C(F)(F)F)C(=O)O